C(C1=CC=CC=C1)N1C(=NN=C1C1CC1)SC(C(=O)NC1=C(C2=C(S1)CCC2)C(=O)N)C 2-{2-[(4-benzyl-5-cyclopropyl-4H-1,2,4-triazol-3-yl)sulfanyl]propanamido}-4H,5H,6H-cyclopenta[b]thiophene-3-carboxamide